1-((3R,4S)-3-fluoro-4-((4-methoxy-5-(1-(2,2,2-trifluoroethyl)-1H-benzo[d][1,2,3]triazol-6-yl)pyrrolo[2,1-f][1,2,4]triazin-2-yl-7-d)amino)piperidin-1-yl)-2-hydroxyethan-1-one F[C@@H]1CN(CC[C@@H]1NC1=NN2C(C(=N1)OC)=C(C=C2[2H])C=2C=CC1=C(N(N=N1)CC(F)(F)F)C2)C(CO)=O